The molecule is the conjugate base of (2-chloro-5-oxo-2,5-dihydro-2-furyl)acetic acid; major species at pH 7.3. It is a conjugate base of a (2-chloro-5-oxo-2,5-dihydro-2-furyl)acetic acid. C1=CC(OC1=O)(CC(=O)[O-])Cl